5-(((1-acetylpiperidin-4-yl)amino)methyl)-N-(3-(2-(4-(((1-acetylpiperidin-4-yl)amino)methyl)-3-methoxyphenyl)-3-chloropyridin-4-yl)-2-methylphenyl)picolinamide C(C)(=O)N1CCC(CC1)NCC=1C=CC(=NC1)C(=O)NC1=C(C(=CC=C1)C1=C(C(=NC=C1)C1=CC(=C(C=C1)CNC1CCN(CC1)C(C)=O)OC)Cl)C